C(#N)[Co-2](C#N)(C#N)C#N tetracyanocobalt (II)